ClC1=CC=C(OC2=CC(=C(C=C2)[C@@](CN2N=CN=C2)(C)O)C(F)(F)F)C=C1 |r| (2RS)-2-[4-(4-chlorophenoxy)-2-(trifluoromethyl)phenyl]-1-(1H-1,2,4-triazol-1-yl)propan-2-ol